4-{[4-(3-hydroxyprop-1-yn-1-yl)-2-(trifluoromethyl)phenoxy]methyl}-3-methoxybenzaldehyde OCC#CC1=CC(=C(OCC2=C(C=C(C=O)C=C2)OC)C=C1)C(F)(F)F